C(C)(=O)CCCCNCCC(=O)OCC ethyl 3-(acetylbutyl)aminopropionate